O(C1=CC=CC=C1)C1=CC=C(C=C1)C1=NN(C2=NC=NC(=C21)N)C2CN(CCC2)S(=O)(=O)C2=C(C(=C(C(=C2OC(C)C)F)F)F)F 3-(4-phenoxyphenyl)-1-(1-((2,3,4,5-tetrafluoro-6-isopropoxyphenyl)sulfonyl)piperidin-3-yl)-1H-pyrazolo[3,4-d]pyrimidin-4-amine